4-benzyloxy-2,6-dichloropyridine C(C1=CC=CC=C1)OC1=CC(=NC(=C1)Cl)Cl